4-methylbicyclo[2.2.2]oct-ene-1-carboxylic acid CC12C=CC(CC1)(CC2)C(=O)O